7-(chloromethyl)-3,8-dimethylpyrazolo[1,5-a]quinoxalin-4(5H)-one ClCC=1C=C2NC(C=3N(C2=CC1C)N=CC3C)=O